C(CCCCCCCCCCCCCCCCC)(=O)OC[C@@H](OC(CCCCCCCCCCCCCCCCC)=O)COP(=O)(O)O 1,2-Distearoyl-sn-Glycero-3-Phosphate